C(C)(C)(C)OC(=O)N1CC(C(C(C1)C)(F)F)N1C(C2=CC=CC=C2C1=O)=O 3-(1,3-dioxoisoindolin-2-yl)-4,4-difluoro-5-methylpiperidine-1-carboxylic acid tert-butyl ester